1-(4-((1r,5s)-3,8-diazabicyclo[3.2.1]oct-3-yl)-7-(4-fluorophenyl)-7H-pyrrolo[2,3-H]quinazolin-2-yl)-N,N-diethyl-azetidin-3-amine trifluoroacetate FC(C(=O)O)(F)F.[C@H]12CN(C[C@H](CC1)N2)C2=NC(=NC1=C3C(=CC=C21)N(C=C3)C3=CC=C(C=C3)F)N3CC(C3)N(CC)CC